(6R,7R)-12-(benzyloxy)-6-chloro-1,11-dioxo-N-(2,4,6-trifluorobenzyl)-1,4,5,6,7,11-hexahydro-3H-2,7-methanopyrido[1,2-a][1,4]diazonine-10-carboxamide C(C1=CC=CC=C1)OC=1C(C(=CN2C1C(N1CCC[C@H]([C@H]2C1)Cl)=O)C(=O)NCC1=C(C=C(C=C1F)F)F)=O